FC1=C(C=CC(=C1)F)C=1C=NC2=CC(=CC=C2C1)C(=O)NC1=CC(=NN1C)C1=C(C=CC=C1)C 3-(2,4-difluorophenyl)-N-(1-methyl-3-(o-tolyl)-1H-pyrazol-5-yl)quinoline-7-carboxamide